2-(4-{[2-(morpholin-4-yl)ethyl]amino}phenyl)acetic acid ethyl ester C(C)OC(CC1=CC=C(C=C1)NCCN1CCOCC1)=O